(1-methylethylidene)-N4-hydroxycytidine CC(C)=C([C@@H]1[C@H]([C@H]([C@@H](O1)N1C(=O)N=C(NO)C=C1)O)O)O